C(C#C)C(CO)(CO)CC#C 2,2-di(prop-2-ynyl)propane-1,3-diol